tert-butyl (3-(3-cyclopropyl-4-(quinoxalin-2-yl)-1H-pyrazol-1-yl)propyl)carbamate C1(CC1)C1=NN(C=C1C1=NC2=CC=CC=C2N=C1)CCCNC(OC(C)(C)C)=O